COC=1C=C(CNC(C(=O)[C@H]2N(CCC2)C(CNC(=O)C2=CC=NC3=CC(=CC=C23)OCCNC(C2=CN=C(C=C2)NN)=O)=O)=O)C=CC1OC (S)-N-(2-(2-(2-((3,4-dimethoxybenzyl)amino)-2-oxoacetyl)pyrrolidin-1-yl)-2-oxoethyl)-7-(2-(6-hydrazineylnicotinamido)ethoxy)quinoline-4-carboxamide